5-(4-((3-ethyl-8-fluoro-2-oxo-1,2,3,4-tetrahydroquinazolin-7-yl)methyl)piperazin-1-yl)-N-methylpicolinamide C(C)N1C(NC2=C(C(=CC=C2C1)CN1CCN(CC1)C=1C=CC(=NC1)C(=O)NC)F)=O